silicic acid-barium salt [Ba+2].[Si]([O-])([O-])([O-])[O-].[Ba+2]